[2-amino-4-(trifluoromethoxy)phenyl]-[4-(2-tetrahydropyran-3-yl-3H-imidazo[4,5-b]pyridin-7-yl)-1-piperidyl]methanone NC1=C(C=CC(=C1)OC(F)(F)F)C(=O)N1CCC(CC1)C1=C2C(=NC=C1)NC(=N2)C2COCCC2